tert-Butyl (2R,5S)-5-(4-bromophenyl)-2-methylmorpholine-4-carboxylate BrC1=CC=C(C=C1)[C@H]1CO[C@@H](CN1C(=O)OC(C)(C)C)C